3-(5-(4-((5-cyclopropyl-3-(2,6-dichlorophenyl)isoxazol-4-yl)methoxy)piperidin-1-yl)thiophen-2-yl)-1,2,4-oxadiazol-5(4H)-one C1(CC1)C1=C(C(=NO1)C1=C(C=CC=C1Cl)Cl)COC1CCN(CC1)C1=CC=C(S1)C1=NOC(N1)=O